4-[[2-(4-tert-butyl-2-fluoro-5-hydroxy-phenyl)acetyl]amino]-N-[(1S)-1-cyano-2-hydroxy-1-methyl-ethyl]pyridine-2-carboxamide trisilicon-molybdenum [Mo].[Si].[Si].[Si].C(C)(C)(C)C1=CC(=C(C=C1O)CC(=O)NC1=CC(=NC=C1)C(=O)N[C@@](CO)(C)C#N)F